C(C1=CC=CC=C1)OP(=O)(OCC1=CC=CC=C1)OCOC(=O)N(CCN(CC(=O)OCC1=CC=CC=C1)C(=O)Cl)C benzyl N-(2-(((((bis(benzyloxy)phosphoryl)oxy)methoxy)carbonyl)(methyl)amino)ethyl)-N-(chlorocarbonyl)glycinate